FC1=C(N=C2N(C1=O)C=C(N=C2)[C@H]2C[C@@H](OCC2)C=2C=NN(C2)C)C 3-fluoro-2-methyl-7-((2R,4R)-2-(1-methyl-1H-pyrazol-4-yl)tetrahydro-2H-pyran-4-yl)-4H-pyrazino[1,2-a]pyrimidin-4-one